C(CCCCCCCCCCCCCCC)/C(=C(/C(=O)O)\CCCCCCCCCCCCCCCC)/C(=O)O.C(CC(=O)OCCCCCCCCCCCCCCCC)(=O)OCCCCCCCCCCCCCCCC dicetyl malonate (dicetyl maleate)